methyl 2-[(E)-(tert-butoxycarbonylhydrazono)methyl]-6-chloro-4-methyl-pyridine-3-carboxylate C(C)(C)(C)OC(=O)N\N=C\C1=NC(=CC(=C1C(=O)OC)C)Cl